S(=O)(C1=CC=C(C=C1)N)(=O)F sulfanilic acid fluoride